COC1=C2C=C(C(OC2=CC(=C1)OC)=O)C(C1=CC=C(C=C1)OC)=O 5,7-dimethoxy-3-(4-methoxybenzoyl)coumarin